C(C)(=O)N1CCC(CC1)C1=CC2=C(N=CN=C2N[C@H](C)C2=C(C(=CC=C2)C(F)F)CF)N(C1=O)C 6-(1-acetyl-4-piperidyl)-4-[[(1R)-1-[3-(difluoromethyl)-2-(fluoromethyl)phenyl]ethyl]amino]-8-methyl-pyrido[2,3-d]pyrimidin-7-one